(S,E)-5-(3-((3-(3-fluoro-4-morpholinophenyl)-2-oxooxazolidin-5-yl)methylamino)-3-oxoprop-1-enyl)-2-hydroxybenzamide FC=1C=C(C=CC1N1CCOCC1)N1C(O[C@H](C1)CNC(/C=C/C=1C=CC(=C(C(=O)N)C1)O)=O)=O